(S)-2-(8-((4-methoxypiperidin-4-yl)methyl)-6,6a,7,8,9,10-hexahydro-5H-pyrazino[1',2':4,5]pyrazino[2,3-c]pyridazin-2-yl)phenol COC1(CCNCC1)CN1C[C@H]2N(C=3C(=NN=C(C3)C3=C(C=CC=C3)O)NC2)CC1